1-(5-{5-[6-Ethoxy-5-(trifluoromethyl)pyridin-3-yl]-7-[(3-methoxy-2,2-dimethylpropyl)(methyl)amino]-1H-imidazo[4,5-b]pyridin-2-yl}pyrazin-2-yl)piperidin C(C)OC1=C(C=C(C=N1)C1=CC(=C2C(=N1)N=C(N2)C=2N=CC(=NC2)N2CCCCC2)N(C)CC(COC)(C)C)C(F)(F)F